(3S,4R)-4-((5-fluoro-4-(2-(piperidin-4-yl)thiazol-5-yl)pyrimidin-2-yl)amino)tetrahydro-2H-pyran-3-ol FC=1C(=NC(=NC1)N[C@H]1[C@@H](COCC1)O)C1=CN=C(S1)C1CCNCC1